3-(dimethylamino)-1-(2-nitrophenyl)-2-propen-1-one CN(C=CC(=O)C1=C(C=CC=C1)[N+](=O)[O-])C